5-chloro-N-(N-acetyl-4,5-dihydro-1H-imidazol-2-yl)-2,1,3-benzothiadiazole-4-amine ClC1=C(C=2C(=NSN2)C=C1)NC=1N(CCN1)C(C)=O